ClC=1C=C(C=C(C1OCCCCO)C)C=1C(CC(NN1)=O)C 6-[3-chloro-4-(4-hydroxybutoxy)-5-methylphenyl]-5-methyl-4,5-dihydro-2H-pyridazin-3-one